(((1r,3s,6s)-2'-oxospiro[bicyclo[4.1.0]heptane-3,5'-oxazolidine]-1-yl)methyl)-1H-benzo[d]imidazole-6-carbonitrile O=C1O[C@]2(CN1)C[C@@]1(C[C@@H]1CC2)CN2C=NC1=C2C=C(C=C1)C#N